N1=BC=CC2=C1C=CC=C2 BENZOAZABORININ